O=C[C@H](O)[C@@H](O)[C@H](O)[C@H](O)CO (+)-dextrose